C(C)S(=O)(=O)N1C=C(C2=CC=CC=C12)C1=NC(=NC=C1)NC=1C=C2C=NN(C2=CC1)CC(=O)N(C)C 2-(5-((4-(1-(ethylsulfonyl)-1H-indol-3-yl)pyrimidin-2-yl)amino)-1H-indazol-1-yl)-N,N-dimethylacetamide